Methyl 6-amino-2-(4-aminophenyl)-5-vinylpyrimidine-4-carboxylate NC1=C(C(=NC(=N1)C1=CC=C(C=C1)N)C(=O)OC)C=C